C1(CC1)N1N=C(C=C(C1=O)C)NC1=NN2C(C=C(C=C2)C2=C(C=NC(=C2)OCC(F)F)OCC(C#N)(C)C)=C1 3-[[4-[2-[(1-cyclopropyl-5-methyl-6-oxo-pyridazin-3-yl)amino]pyrazolo[1,5-a]pyridin-5-yl]-6-(2,2-difluoroethoxy)-3-pyridyl]oxy]-2,2-dimethyl-propanenitrile